BrC1=CN=CC(=N1)NC(CN(C(CN1N=C(C2=CC=CC=C12)C(N)=O)=O)[C@@H]1C[C@H](C1)NC(OC(C)(C)C)=O)=O tert-butyl ((trans)-3-(N-(2-((6-bromopyrazin-2-yl)amino)-2-oxoethyl)-2-(3-carbamoyl-1H-indazol-1-yl)acetamido)cyclobutyl)carbamate